CC1=NC(=CC(N1)=O)[C@@H]1[C@H](C1)C1=NN(N=C1)C([2H])([2H])[2H] 2-methyl-6-((1S,2S)-2-(2-(methyl-d3)-2H-1,2,3-triazol-4-yl)cyclopropyl)pyrimidin-4(3H)-one